(2S,4S)-4-fluoro-1-[2-[(3R)-3-(5-quinolylamino)pyrrolidin-1-yl]acetyl]pyrrolidine-2-carbonitrile F[C@H]1C[C@H](N(C1)C(CN1C[C@@H](CC1)NC1=C2C=CC=NC2=CC=C1)=O)C#N